2-(2-chlorothiazol-5-yl)-4,5-dihydrothiazole-4-carboxylic acid ClC=1SC(=CN1)C=1SCC(N1)C(=O)O